5-bromo-3-{2-[(tert-butyldimethylsilyl)oxy]-1-[2-(5-{[1-(cyclopropylmethyl)-3-methyl-1H-pyrazol-4-yl]methyl}-2-methyl-2H-1,2,3-triazol-4-yl)-5-fluorophenyl]ethoxy}pyridin-2-amine BrC=1C=C(C(=NC1)N)OC(CO[Si](C)(C)C(C)(C)C)C1=C(C=CC(=C1)F)C1=NN(N=C1CC=1C(=NN(C1)CC1CC1)C)C